BrC=1C=C(C=CC1I)N1C[C@H](CC1)N (S)-1-(3-bromo-4-iodophenyl)pyrrolidin-3-amine